O(C1=CC=CC=C1)C1=CC=C(C=N1)NC=1C2=C(N=CN1)C=CC(=N2)N2CC1(CCN1C(=O)OC(C)(C)C)C2 tert-butyl 6-(4-((6-phenoxypyridin-3-yl)amino)pyrido[3,2-d]pyrimidin-6-yl)-1,6-diazaspiro[3.3]heptane-1-carboxylate